4-amino-N-((4S)-7-fluoro-1-methylisochroman-4-yl)-N-methylimidazo[1,5-a]pyrido[3,4-e]pyrazine-8-carboxamide NC=1C=2N(C3=C(N1)C=NC(=C3)C(=O)N(C)[C@@H]3COC(C1=CC(=CC=C31)F)C)C=NC2